C(C=C)(=O)OC(C(F)(F)F)C 2,2,2-trifluoro-1-methylethyl acrylate